4-(phenoxy)-3-((diphenylmethylene)amino)-1-methylindole-2-one O(C1=CC=CC=C1)C1=C2C(C(N(C2=CC=C1)C)=O)N=C(C1=CC=CC=C1)C1=CC=CC=C1